C(#N)C1=C(C=CC(=C1)OC(F)(F)F)S(=O)(=O)Cl 2-cyano-4-trifluoromethoxybenzenesulfonyl chloride